(4-(3,5-difluorophenoxy)phenyl)-6-methoxy-7-((1-methylpiperidin-4-yl)methoxy)quinazolin-4-amine FC=1C=C(OC2=CC=C(C=C2)C2=NC3=CC(=C(C=C3C(=N2)N)OC)OCC2CCN(CC2)C)C=C(C1)F